1-(2-aminopyridin-3-yl)-3-(3,4-dichlorophenyl)prop-2-yn-1-one NC1=NC=CC=C1C(C#CC1=CC(=C(C=C1)Cl)Cl)=O